BrC=1C=CC(=NC1F)[C@H]1N([C@@H](CC2=C3C(=CC=C12)NN=C3)C)CC(F)(F)F (6S,8R)-6-(5-bromo-6-fluoropyridin-2-yl)-8-methyl-7-(2,2,2-trifluoroethyl)-6,7,8,9-tetrahydro-3H-pyrazolo[4,3-f]isoquinoline